C(C)C(C(CCC)(O)C)NC ethylmethylamino-2-methyl-2-pentanol